C(OCCCCOCC1=CC=CC=C1)([2H])([2H])[2H] ((4-(methoxy-d3)butoxy)methyl)benzene